(4-(2,4-difluorophenyl)-1,4-diazepan-1-yl)methanone FC1=C(C=CC(=C1)F)N1CCN(CCC1)C=O